C(C)C1NC2=CC=C(C=C2NC1=O)CN1CCN(CC1)C=1C=CC(=NC1)C(=O)NC 5-(4-((2-Ethyl-3-oxo-1,2-dihydro-quinoxalin-6-yl)methyl)piperazin-1-yl)-N-methyl-Pyridine-2-carboxamide